(E)-N-((5-(4-(4,4-difluoropiperidine-1-carbonyl)phenyl)-7-(3-fluorophenyl)benzofuran-2-yl)methyl)-3-(pyridin-3-yl)acrylamide FC1(CCN(CC1)C(=O)C1=CC=C(C=C1)C=1C=C(C2=C(C=C(O2)CNC(\C=C\C=2C=NC=CC2)=O)C1)C1=CC(=CC=C1)F)F